1,1'-(Butane-1,4-diyl)bis(1-methylpiperidin-1-ium) C(CCC[N+]1(CCCCC1)C)[N+]1(CCCCC1)C